(1S,3S,4R)-2-[(1R)-1-phenylethyl]-2-azabicyclo[2.2.1]hept-5-ene-3-carboxylic acid ethyl ester C(C)OC(=O)[C@H]1N([C@@H]2C=C[C@H]1C2)[C@H](C)C2=CC=CC=C2